methyl 2-(hydroxymethyl)-1-(2-methoxyethyl)-1H-imidazo[1,2-b]pyrazole-6-carboxylate OCC=1N(C=2N(N=C(C2)C(=O)OC)C1)CCOC